C[C@@H]1CCOCCOCCN2N=CC(C3=NNC=4C=CC(O1)=CC34)=N2 (14R)-14-methyl-8,11,15-trioxa-4,5,20,21,24-pentaazatetracyclo[14.5.2.12,5.019,22]tetracosa-1(21),2(24),3,16(23),17,19(22)-hexaene